1H-1,2,4-triazole-1-carboxamidine N1(N=CN=C1)C(=N)N